6-[6-(2,2-difluoroethoxy)-3-ethylsulfonyl-imidazo[1,2-a]pyridin-2-yl]-3-(trifluoromethyl)-7H-pyrrolo[3,4-b]pyridin-5-one FC(COC=1C=CC=2N(C1)C(=C(N2)N2CC1=NC=C(C=C1C2=O)C(F)(F)F)S(=O)(=O)CC)F